4-(dithiazolylamino)cyclohexanone S1SNC(=C1)NC1CCC(CC1)=O